2-chloro-4-(8-(4-(4-((4-(2-(2,6-dioxopiperidin-3-yl)-1-oxoisoindolin-5-yl)piperazin-1-yl)methyl)piperidine-1-carbonyl)phenyl)-3-methyl-2,8-diazaspiro[4.5]decan-2-yl)benzonitrile ClC1=C(C#N)C=CC(=C1)N1CC2(CC1C)CCN(CC2)C2=CC=C(C=C2)C(=O)N2CCC(CC2)CN2CCN(CC2)C=2C=C1CN(C(C1=CC2)=O)C2C(NC(CC2)=O)=O